rac-(R)-1-(4-(2,6-dioxopiperidin-3-yl)pyridin-2-yl)piperidine-4-carboxylic acid O=C1NC(CC[C@@H]1C1=CC(=NC=C1)N1CCC(CC1)C(=O)O)=O |r|